ClC=1C(=C(CN2[C@@H](C[C@@](CC2)(C(=O)O)CC2=NC(=CC=C2C(F)(F)F)NC2=NNC(=C2)C)C)C=CC1)F (2R,4R)-1-(3-chloro-2-fluorobenzyl)-2-methyl-4-((6-((5-methyl-1H-pyrazol-3-yl)amino)-3-(tri-fluoromethyl)pyridin-2-yl)methyl)-piperidine-4-carboxylic acid